dimethyl muconate C(\C=C\C=C\C(=O)OC)(=O)OC